BrC=1C=C(C=2N(C1)N=CC2C#N)C=2C=NC(=CC2)N2CC1N(C(C2)C1)CC=1C=NC(=C(C1)F)OC 6-bromo-4-(6-(6-((5-fluoro-6-methoxypyridin-3-yl)methyl)-3,6-diazabicyclo[3.1.1]heptan-3-yl)pyridin-3-yl)pyrazolo[1,5-a]pyridine-3-carbonitrile